1-(carboxymethyl)-2,4,6-trimethylpyridinium C(=O)(O)C[N+]1=C(C=C(C=C1C)C)C